1-(6-(4-isopropylpiperazine-1-carbonyl)spiro[3.3]heptan-2-yl)-3-(4-methoxybenzyl)urea C(C)(C)N1CCN(CC1)C(=O)C1CC2(CC(C2)NC(=O)NCC2=CC=C(C=C2)OC)C1